1,2,3,4,5,6,7,8-octahydro-2a,4a,6a,8a-tetraazacyclopent[fg]acenaphthylene C1CN2CCN3C=4N(CCN1C24)CC3